COC1=CC=C(C2=C1NC(=N2)NC(C2=CC(=NC=C2)N2CCOCC2)=O)C=2C=NN(C2)C N-[7-Methoxy-4-(1-methyl-1H-pyrazol-4-yl)-1H-benzoimidazol-2-yl]-2-morpholin-4-yl-isonicotinamide